NC(=C[O-])CC1=CC=CC=C1 (-)-2-amino-3-phenyl-1-propenolate